ClC=1C=CC(=C(C1)[C@@H]1[C@H](C1)C(=O)NC1=NC=CC(=C1)NCC=1N=C2N(C=C(C=C2N2CCN(CC2)C)C2CC2)C1)C#N |r| rac-(1S*,2S*)-2-(5-chloro-2-cyanophenyl)-N-(4-(((6-cyclopropyl-8-(4-methyl-piperazin-1-yl)imidazo[1,2-a]pyridin-2-yl)methyl)amino)pyridin-2-yl)cyclopropane-1-carboxamide